FC=1C=CC(=C(C1)C(C(=O)NC=1SC=CN1)N1C(C2=CC(=CC=C2C1)C1=CCC(CC1)C1CCN(CC1)C)=O)O 2-(5-fluoro-2-hydroxyphenyl)-2-(6-(4-(1-methylpiperidin-4-yl)cyclohex-1-en-1-yl)-1-oxoisoindol-2-yl)-N-(thiazol-2-yl)acetamide